5-(benzyloxy)-3-(dimethylamino)-2-toluic acid C(C1=CC=CC=C1)OC1=CC(=C(C(=C1)C)C(=O)O)N(C)C